COC=1C(=C(C=CC1)NC(C(C)(C)C)=O)C([2H])([2H])[2H] N-[3-methoxy-2-(trideuteriomethyl)phenyl]-2,2-dimethyl-propanamide